BrC[C@@H](CO)C (R)-3-bromo-2-methylpropan-1-ol